OC=1C=C(OCCOC2=CC=C(C(=O)OC3=CC=C(C=C3)C=CC(C3=CC=CC=C3)=O)C=C2)C=C(C1)O [4-(3-Oxo-3-phenylprop-1-enyl)phenyl] 4-[2-(3,5-dihydroxyphenoxy)ethoxy]benzoate